tert-butyl ((6-(3,4-difluoro-2-(2-(3-(1-hydroxy-2,2-dimethylpropyl)-1,5-dimethyl-1H-pyrazol-4-yl)ethoxy)phenyl)imidazo[1,2-a]pyridin-3-yl)methyl)(4-methoxybenzyl)carbamate FC=1C(=C(C=CC1F)C=1C=CC=2N(C1)C(=CN2)CN(C(OC(C)(C)C)=O)CC2=CC=C(C=C2)OC)OCCC=2C(=NN(C2C)C)C(C(C)(C)C)O